COC1=C(C=C2C(=NC(=NC2=C1)C)N[C@H](C)C=1C(=C(C#N)C=CC1)C)N1CC2C(C1)COC2 3-((1R)-1-((7-methoxy-2-methyl-6-(tetrahydro-1H-furo[3,4-c]pyrrol-5(3H)-yl)quinazolin-4-yl)amino)ethyl)-2-methylbenzonitrile